N-cyclopropyl-4-methyl-3-{1-[6-(2-methylpropane-2-sulfonyl)imidazo[1,2-a]pyridin-3-yl]-1H-imidazol-4-yl}benzamide C1(CC1)NC(C1=CC(=C(C=C1)C)C=1N=CN(C1)C1=CN=C2N1C=C(C=C2)S(=O)(=O)C(C)(C)C)=O